NC=1C(=CC(=C(CNC(=O)N2CCC3(N(C4=CC=C(C=C4C(C3)=O)F)CC)CC2)C1)F)F N-(5-amino-2,4-difluorobenzyl)-1'-ethyl-6'-fluoro-4'-oxo-3',4'-dihydro-1'H-spiro[piperidine-4,2'-quinoline]-1-carboxamide